FC1=C(N=CC2=C1N=C(N=C2)O)C2=CC(=CC1=CC=CC=C21)O 8-fluoro-7-(3-hydroxynaphthalen-1-yl)pyrido[4,3-d]pyrimidin-2-ol